COC1=CC=C(OCC(C(C)(C)C)OC(=O)N2C=NC=C2)C=C1 1-(4-methoxyphenoxy)-3,3-dimethylbut-2-yl-1H-imidazole-1-carboxylate